BrC=1C=2N(C=C(C1)[N+](=O)[O-])N=C(N2)C 8-Bromo-2-methyl-6-nitro-[1,2,4]triazolo[1,5-a]pyridine